FC=1C=C(C=C(C1F)F)C=1N=NN(C1)[C@@H]1[C@H]([C@@H](SC=2C=NC=C(C2)Br)O[C@@H]([C@@H]1O)CO)OC(C)C 5-Bromopyridin-3-yl 3-deoxy-3-[4-(3,4,5-trifluorophenyl)-1H-1,2,3-triazol-1-yl]-2-O-isopropyl-1-thio-α-D-galactopyranoside